1-{(1R,4R)-5-[4-({(1R)-1-[3-(1,1-difluoro-2-hydroxy-2-methylpropyl)-2-fluorophenyl]ethyl}amino)-2-methylpyrido[2,3-d]pyrimidin-6-yl]-2,5-diazabicyclo[2.2.1]hept-2-yl}ethan-1-one FC(C(C)(C)O)(F)C=1C(=C(C=CC1)[C@@H](C)NC=1C2=C(N=C(N1)C)N=CC(=C2)N2[C@H]1CN([C@@H](C2)C1)C(C)=O)F